2-(4-chlorophenyl)-4,4,5,5-tetramethyl-1,3,2-dioxaborolan ClC1=CC=C(C=C1)B1OC(C(O1)(C)C)(C)C